4,4-bis(4-aminophenyl)biphenyl NC1=CC=C(C=C1)C1(CC=C(C=C1)C1=CC=CC=C1)C1=CC=C(C=C1)N